C1(CC1)CC(=O)NC1=CC(=C(C=C1)C=1C=C2C(=NC1)NC=C2)OC 2-cyclopropyl-N-(3-methoxy-4-(1H-pyrrolo[2,3-b]pyridin-5-yl)phenyl)acetamide